1-methyl-3-(trifluoromethyl)-N-(1,1,3-trimethyl-2,3-dihydro-1H-inden-4-yl)-1H-pyrazole-4-carboxamide CN1N=C(C(=C1)C(=O)NC1=C2C(CC(C2=CC=C1)(C)C)C)C(F)(F)F